ClC=1C=C(C=NC1OC(F)F)NC(=O)NC=1C=NC2=CC=C(N=C2C1C(C)OC)OC N-(5-chloro-6-(difluoromethoxy)pyridin-3-yl)-N'-(6-methoxy-4-(1-methoxyethyl)-1,5-naphthyridin-3-yl)urea